COC([C@@H](N)CSCC=C(C)CCC=C(C)CCC=C(C)C)=O S-farnesyl-L-cysteine methylester